ethyl 8-chloro-7-((3-methoxy-3-oxopropyl)thio)-2-methylimidazo[1,2-a]pyridine-3-carboxylate ClC=1C=2N(C=CC1SCCC(=O)OC)C(=C(N2)C)C(=O)OCC